NCCNCCC[Si](OCC)(OCC)OCC N-aminoethyl-gamma-aminopropyl-triethoxysilane